[Si](C)(C)(C(C)(C)C)OC(C)C1=NC(=CC(=N1)OCC=1N=C2N(C=C(C=C2N2C(N(C(C2)=O)C)=O)C2CC2)C1)Cl 1-(2-(((2-(1-((tert-butyldimethylsilyl)oxy)ethyl)-6-chloropyrimidin-4-yl)oxy)methyl)-6-cyclopropylimidazo[1,2-a]pyridin-8-yl)-3-methylimidazolidine-2,4-dione